(3,3-Dimethoxycyclobutane-1,1-diyl)bis(methylene) bis(4-methylbenzenesulfonate) CC1=CC=C(C=C1)S(=O)(=O)OCC1(CC(C1)(OC)OC)COS(=O)(=O)C1=CC=C(C=C1)C